2,4-bis-trichloromethyl-6-4-methoxynaphthyl-1,3,5-triazine ClC(C1=NC(=NC(=N1)C(Cl)(Cl)Cl)C1=CC=C(C2=CC=CC=C12)OC)(Cl)Cl